ClC1=CC(=C(C=2CNC(C12)=O)C(=O)NC1=NC(=NC(=C1)C)N1CC(C(CC1)(F)F)C=C)F 7-chloro-N-(2-(4,4-difluoro-3-vinylpiperidin-1-yl)-6-methylpyrimidin-4-yl)-5-fluoro-1-oxoisoindoline-4-carboxamide